O1C(CCCC1)N1N=C(C2=CC=CC=C12)[Sn](C)(C)C 1-(tetrahydro-2H-pyran-2-yl)-3-(trimethylstannyl)-1H-indazole